7-(1-{[4-(aminomethyl)phenyl]formamido}ethyl)-3-{6-[(morpholin-4-yl)methyl]pyridin-3-yl}-1H-indole-2-carboxylic acid NCC1=CC=C(C=C1)C(=O)NC(C)C=1C=CC=C2C(=C(NC12)C(=O)O)C=1C=NC(=CC1)CN1CCOCC1